C(C)OC(=O)C=1C=C2C(=NC1)N(N=C2)CC2=CC=C(C=C2)OC 1-(4-methoxybenzyl)-1H-pyrazolo[3,4-b]pyridine-5-carboxylic acid ethyl ester